ClC=1C=C(C=CC1)C1=C(C(=CC(=C1)F)C1=CC(=NC=C1)F)O 3-chloro-5'-fluoro-3'-(2-fluoropyridin-4-yl)-2'-hydroxy-[1,1'-biphenyl]